methyl (1-methylcycloheptyl) carbonate C(OC)(OC1(CCCCCC1)C)=O